Butylamine C(CCC)N